C(C)NC(C=C)=O (N-ethyl)propenamide